2-(bromomethyl)acrylic acid BrCC(C(=O)O)=C